2-methyl-2-((1-oxo-4-(o-tolyl)-1,2-dihydroisoquinolin-7-yl)oxy)propanoic acid CC(C(=O)O)(C)OC1=CC=C2C(=CNC(C2=C1)=O)C1=C(C=CC=C1)C